2-Chloro-4-((2,3,5,6-tetrafluoro-3'-(methoxy-d3)-[1,1'-biphenyl]-4-yl)carbamoyl)thiazole-5-carboxylic acid ClC=1SC(=C(N1)C(NC1=C(C(=C(C(=C1F)F)C1=CC(=CC=C1)OC([2H])([2H])[2H])F)F)=O)C(=O)O